NC1=C2C(=NC=N1)N(N=C2C2=CC=C(CNC(C1=C(C=CC(=C1)F)OC)=O)C=C2)C2CCN(CC2)CCN2CCN(CC2)C=2C=C1CN(C(C1=CC2)=O)[C@@H]2C(NC(CC2)=O)=O (S)-N-(4-(4-amino-1-(1-(2-(4-(2-(2,6-dioxopiperidin-3-yl)-1-oxoisoindolin-5-yl)piperazin-1-yl)ethyl)piperidin-4-yl)-1H-pyrazolo[3,4-d]pyrimidin-3-yl)benzyl)-5-fluoro-2-methoxybenzamide